dicyclopentanyl-ethylene C1(CCCC1)C=CC1CCCC1